(3-(hydroxymethyl)pyrrolidin-1-yl)methanone OCC1CN(CC1)C=O